7-(3-acrylamido-4-chlorophenyl)-2-(4-phenoxyphenyl)-4,5,6,7-tetrahydropyrazolo[1,5-a]pyrimidine-3-carboxamide C(C=C)(=O)NC=1C=C(C=CC1Cl)C1CCNC=2N1N=C(C2C(=O)N)C2=CC=C(C=C2)OC2=CC=CC=C2